OC(C(=O)N1C2=C(OCC1)N=CC(=C2)NC2=CC=C(C=N2)C2=CC=C(C(=O)N(C)C)C=C2)C 4-(6-((1-(2-hydroxypropanoyl)-2,3-dihydro-1H-pyrido[2,3-b][1,4]oxazin-7-yl)amino)pyridin-3-yl)-N,N-dimethylbenzamide